1,4-bis[3-pentadecyloxy-2-hydroxy-propylamino]benzene C(CCCCCCCCCCCCCC)OCC(CNC1=CC=C(C=C1)NCC(COCCCCCCCCCCCCCCC)O)O